(S)-4-(tert-butoxy)-2-(4-((methoxycarbonyl)amino)benzamido)-4-oxobutanoic acid C(C)(C)(C)OC(C[C@@H](C(=O)O)NC(C1=CC=C(C=C1)NC(=O)OC)=O)=O